[2-(6-{4-fluoro-2-[2-(1,3,5-trimethyl-1H-pyrazol-4-yl)ethoxy]phenyl}imidazo[1,2-a]pyridin-3-yl)ethyl]dimethylamine FC1=CC(=C(C=C1)C=1C=CC=2N(C1)C(=CN2)CCN(C)C)OCCC=2C(=NN(C2C)C)C